O(C)C1=CC(=C(C=C1)C(=O)C1=C(C=C(C=C1)OC)OC)OC 4-methoxyl-2-methoxyl-phenylketone